N'-((2-cyclopropyl-3-methyl-6,7-dihydro-5H-cyclopenta[b]pyridin-4-yl)carbamoyl)-4-(2-hydroxypropan-2-yl)thiophene-2-sulfonimidamide C1(CC1)C1=C(C(=C2C(=N1)CCC2)NC(=O)N=S(=O)(N)C=2SC=C(C2)C(C)(C)O)C